6-(5-(phenylamino)pyridazin-3-yl)benzo[d]oxazol-2(3H)-one C1(=CC=CC=C1)NC=1C=C(N=NC1)C1=CC2=C(NC(O2)=O)C=C1